CC(=CC[Sn](OCCC)(OCCC)OCCC)C 3-methyl-2-buten-1-yltri(n-propoxy)tin